FC1(C2CN(C(C1)C2)C(=O)C=2N=C1N(N2)[C@@H](C[C@@H]1F)C1=CC=CC=C1)F |r| (5,5-difluoro-2-azabicyclo[2.2.1]heptan-2-yl)-[rac-(5S,7S)-7-fluoro-5-phenyl-6,7-dihydro-5H-pyrrolo[1,2-b][1,2,4]triazol-2-yl]methanone